4-((4-aminophenyl)methyl)-2-ethylaniline NC1=CC=C(C=C1)CC1=CC(=C(N)C=C1)CC